(2R)-2,5-DIHYDRO-5-OXO-2-FURANACETIC ACID O=C1C=C[C@H](O1)CC(=O)O